5-[(4-ethylpiperazin-1-yl)methyl]-N-{5-[2-(methylsulfanyl)pyrimidin-4-yl]-1,3-thiazol-2-yl}pyrimidin-2-amine C(C)N1CCN(CC1)CC=1C=NC(=NC1)NC=1SC(=CN1)C1=NC(=NC=C1)SC